2-methyl-1,2-dihydro-3H-pyrazole CN1NC=CC1